F[C@H]1CN(CC[C@H]1NC=1C=2N(C=CC1)C(=C(N2)C#CCNC2=C(C=C(C=C2)S(=O)(=O)C)OC)C=C)C N-((3S,4R)-3-fluoro-1-methylpiperidin-4-yl)-2-(3-((2-methoxy-4-(methylsulfonyl)phenyl)amino)prop-1-yn-1-yl)-3-vinylimidazo[1,2-a]pyridin-8-amine